ClC1=C(C=C(C=C1)C=1NC(C=2N(C1)N=C(C2C(F)(F)F)C(=O)N[C@H](C(C)(C)O)C2=CC=C(C=C2)F)=O)C 6-(4-Chloro-3-methylphenyl)-N-[(1S)-1-(4-fluorophenyl)-2-hydroxy-2-methylpropyl]-4-oxo-3-(trifluoromethyl)-4,5-dihydropyrazolo[1,5-a]pyrazine-2-carboxamide